C(C1=CC=CC=C1)N1C=NC(=C1)NC(=O)C1CN(C1)C(=O)OC(C)(C)C tert-butyl 3-((1-benzyl-1H-imidazol-4-yl)carbamoyl)azetidine-1-carboxylate